[O].[N].[C] carbon nitrogen oxygen